C(C)(C)C1=CC=C(COC2=CC=CC=3NC4=CC=CC=C4C23)C=C1 4-(4-Isopropylbenzyloxy)-9H-carbazole